9,10-dimethyl-octadecane-9,10-diol CC(CCCCCCCC)(C(CCCCCCCC)(O)C)O